2-amino-5-(2-pyridyl)pyrazine NC1=NC=C(N=C1)C1=NC=CC=C1